S1C(=NC2=C1C=CC=C2)NC(=O)C=2C=CC=C1CCN(CC21)C2=CC=C(C(=N2)C(=O)OC(C)(C)C)C2=C(C(=CC=C2)OCCC[C@@H]2CN(CCC2)CC(=O)OCC)C (R)-tert-butyl 6-(8-(benzo[d]thiazol-2-ylcarbamoyl)-3,4-dihydroisoquinolin-2(1H)-yl)-3-(3-(3-(1-(2-ethoxy-2-oxoethyl)piperidin-3-yl)propoxy)-2-methylphenyl)picolinate